OCC1=NC2=C(N1CCC[C@H]1NCCC[C@@H]1O)C=CC(=C2C)C (2R,3S)-2-(3-(2-(hydroxymethyl)-4,5-dimethyl-1H-benzo[d]imidazol-1-yl)propyl)piperidin-3-ol